O1C=CC2=C1C=CC=C2N2/C(/SCC2=O)=N/C(=O)NC2=C(C=C(C=C2)C2=NN(C=N2)C2=CC=C(C=C2)OC(C(F)(F)F)(F)F)C (Z)-1-(3-(benzofuran-4-yl)-4-oxothiazolidine-2-ylidene)-3-(2-methyl-4-(1-(4-(perfluoroethoxy)phenyl)-1H-1,2,4-triazol-3-yl)phenyl)urea